C(C1=CC=CC=C1)N(S(=O)(=O)C1=CC=C(C=C1)C)C=C=C N-benzyl-4-methyl-N-(prop-1,2-dien-1-yl)benzenesulfonamide